2-(5-bromo-4-chloro-1H-pyrazol-1-yl)ethan-1-ol BrC1=C(C=NN1CCO)Cl